C1[C@@H]2[C@H]([C@H]([C@@H](O2)N3C=NC4=C(N=CN=C43)NCCCCCCN)O)OP(=O)(O1)O The molecule is a 3',5'-cyclic purine nucleotide that is 3',5'-cyclic AMP in which the exocyclic amino group on the purine fragment is carrying a 6-aminohexyl substituent. It is a 3',5'-cyclic purine nucleotide, an adenyl ribonucleotide, a primary amino compound and a secondary amino compound. It derives from a 3',5'-cyclic AMP.